BrC1=NN=C(S1)NC(CSC=1NC(C2=C(N1)N(N=C2)C2CCOCC2)=O)=O N-(5-bromo-1,3,4-thiadiazol-2-yl)-2-((4-oxo-1-(tetrahydro-2H-pyran-4-yl)-4,5-dihydro-1H-pyrazolo[3,4-d]pyrimidin-6-yl)thio)acetamid